FC=1C=C(C=C(C1)F)CN1CC2(C1)CNC2 2-[(3,5-difluorophenyl)methyl]-2,6-diazaspiro[3.3]heptane